((1S*,3R*)-3-(methoxy(methyl)carbamoyl)-3-(3-(4,4,5,5-tetramethyl-1,3,2-dioxaborolan-2-yl)benzyl)cyclopentyl)carbamate CON(C(=O)[C@@]1(C[C@H](CC1)NC([O-])=O)CC1=CC(=CC=C1)B1OC(C(O1)(C)C)(C)C)C |o1:5,7|